N-(9-((3aR,4R,6R,6aR)-6-(hydroxymethyl)-2-phenyltetrahydrofuro[3,4-d][1,3]dioxol-4-yl)-6-oxo-6,9-dihydro-1H-purin-2-yl)acetamide OC[C@H]1O[C@H]([C@H]2[C@@H]1OC(O2)C2=CC=CC=C2)N2C=1N=C(NC(C1N=C2)=O)NC(C)=O